C(C)OC1=NC=CC(=C1)C1=CC=C(CN2C=CC3=C(C=CC(=C23)C(=O)NC2CC3(CCC3)C2)F)C=C1 6-(1-(4-(2-Ethoxypyridin-4-yl)benzyl)-4-fluoro-1H-indol-7-carboxamido)spiro[3.3]heptan